2-(4-iodo-3,5-dimethoxyphenyl)benzofuran IC1=C(C=C(C=C1OC)C=1OC2=C(C1)C=CC=C2)OC